7-(3-(1,1-dioxidoisothiazolidin-2-yl)-7,8-dihydro-1,6-naphthyridin-6(5H)-yl)-8,9-dimethyl-4H-pyrimido[1,2-b]pyridazin-4-one O=S1(N(CCC1)C=1C=NC=2CCN(CC2C1)C=1C(=C(C=2N(N1)C(C=CN2)=O)C)C)=O